CC1=CC=C(C=C1)S(=O)(=O)N (S)-4-methylbenzenesulfonamide